C(\C=C/C(=O)[O-])(=O)[O-].C(C)[Sm+2] monoethyl-samarium maleate